C(C)C(C(=O)OCCOCCOCCOCCOC(C(CCCC)CC)=O)CCCC tetraethylene glycol di-(2-ethylhexanoate)